C(C)(C)(C)OC(=O)N([C@H]1COC2(C1)CCN(CC2)C(=O)OCC2=CC=CC=C2)C[C@@H](COC2=CC(=CC=C2)S(N)(=O)=O)O benzyl (R)-3-((tert-butoxycarbonyl) ((S)-2-hydroxy-3-(3-sulfamoylphenoxy) propyl) amino)-1-oxa-8-azaspiro[4.5]decane-8-carboxylate